ClC=1C=C(C=C(C1)Cl)C1=CC(=CC(=C1)CNC1=CC=C(C=C1)OC)CN1CCC(CC1)CNC(C(F)(F)F)=O N-((1-((3',5'-dichloro-5-(((4-methoxyphenyl)amino)methyl)-[1,1'-biphenyl]-3-yl)methyl)piperidin-4-yl)methyl)-2,2,2-trifluoroacetamide